4-((3-aminobutyl)(8-aminononyl)amino)-4-oxobutanoic acid NC(CCN(C(CCC(=O)O)=O)CCCCCCCC(C)N)C